tert-butyl (8-(benzyloxy)-2,6,6,9-tetramethyl-6H-benzo[c]chromen-3-yl)(methyl)carbamate C(C1=CC=CC=C1)OC=1C(=CC2=C(C(OC3=CC(=C(C=C23)C)N(C(OC(C)(C)C)=O)C)(C)C)C1)C